FC(C=1C=C(C=C(C1)C(F)(F)F)[C@H]([C@H](C)N(CC1CCCCC1)CC1=C(C=CC(=C1)C(F)(F)F)C1=CC(=C(C=C1OC)C)OCCCC(=O)O)O)(F)F 4-((2'-((((1R,2S)-1-(3,5-bis(trifluoromethyl)phenyl)-1-hydroxypropan-2-yl)(cyclohexylmethyl)amino)methyl)-6-methoxy-4-methyl-4'-(trifluoromethyl)-[1,1'-biphenyl]-3-yl)oxy)butanoic acid